BrC1C(C1)=O 2-bromocyclopropanone